3-(triethoxysilyl)propyl-di-n-tetradecylmethyl-ammonium chloride [Cl-].C(C)O[Si](CCC[N+](C)(CCCCCCCCCCCCCC)CCCCCCCCCCCCCC)(OCC)OCC